5-(3-chlorophenyl)-N-(2-methylamino-2-oxo-1,1-dimethylethyl)-3-hydroxy-pyridin-2-yl-amide ClC=1C=C(C=CC1)C=1C=C(C(=NC1)[N-]C(C(=O)NC)(C)C)O